O=C1NC(CCC1C1=NC=CC(=C1)CN1CCC(CC1)N1N=C2C=C(C(=CC2=C1)NC(C1=CC(=CC=C1)C(F)(F)F)=O)OC)=O N-(2-(1-((2-(2,6-dioxopiperidin-3-yl)pyridin-4-yl)methyl)piperidin-4-yl)-6-methoxy-2H-indazol-5-yl)-3-(trifluoromethyl)benzamide